ClC=1C=CC(=C(C1)C(C)=O)OC 1-(5-chloro-2-methoxyphenyl)ethan-1-one